(R)-1-(4-methyl-5-(7-(methylamino)-2,6-naphthyridin-3-yl)pyridin-2-yl)butan-1-ol CC1=CC(=NC=C1C=1N=CC2=CC(=NC=C2C1)NC)[C@@H](CCC)O